3-[3-(4-{[(2-{3-[(tert-butyldimethylsilyl)oxy]-4-(1,3-dioxolan-2-yl)phenyl}ethyl)amino]methyl}phenyl)-5-cyclopropylimidazo[4,5-b]pyridin-2-yl]pyridin-2-amine [Si](C)(C)(C(C)(C)C)OC=1C=C(C=CC1C1OCCO1)CCNCC1=CC=C(C=C1)N1C(=NC=2C1=NC(=CC2)C2CC2)C=2C(=NC=CC2)N